(R)-N-(1-(3-(difluoromethyl)-2-fluorophenyl)ethyl)-6-(1-isopropylpiperidin-4-yl)-7-(oxetan-3-yloxy)pyrido[2,3-d]pyrimidin-4-amine FC(C=1C(=C(C=CC1)[C@@H](C)NC=1C2=C(N=CN1)N=C(C(=C2)C2CCN(CC2)C(C)C)OC2COC2)F)F